FC=1C=NN(C1)C#C[Si](C(C)C)(C(C)C)C(C)C 2-(4-fluoropyrazol-1-yl)ethynyl(triisopropyl)silane